NC1=C(C#N)C=C(C(=N1)C1CC1)Br 2-amino-5-bromo-6-cyclopropyl-nicotinonitrile